BrC=1NC(=NN1)CO (5-bromo-4H-1,2,4-triazol-3-yl)methanol